FC(=C)C1=CN=CC(=N1)NC1=CC(=NC=C1OCCOC)NC(C)=O N-(4-((6-(1-fluorovinyl)pyrazin-2-yl)amino)-5-(2-methoxyethoxy)pyridin-2-yl)acetamide